NC=1N(N=C2CN(CCC21)S(=O)(=O)C(C)(C)C)C(=O)C2CCNC1=CC=C(C=C21)F (3-amino-6-(tert-butylsulfonyl)-4,5,6,7-tetrahydro-pyrazolo[3,4-c]pyridin-2-yl)(6-fluoro-1,2,3,4-tetrahydro-quinolin-4-yl)methanone